[B].[Zn].[Fe].[Mg].[Ca] calcium magnesium iron zinc boron salt